COC1=C(CN(S(=O)(=O)C2=C(C=C(C=C2F)N2C[C@](CCC2)(C[C@@H]2CCC3=CC=C(C=C23)C(F)(F)F)N(C)C)F)C2=NC=NC=C2)C=CC(=C1)OC N-(2,4-dimethoxybenzyl)-4-((S)-3-(dimethylamino)-3-(((S)-6-(trifluoromethyl)-2,3-dihydro-1H-inden-1-yl)methyl)piperidin-1-yl)-2,6-difluoro-N-(pyrimidin-4-yl)benzenesulfonamide